methyl 2-((2-oxo-4-(1-((2-(trimethylsilyl)ethoxy)methyl)-1H-pyrazol-4-yl)pyridin-1(2H)-yl)methyl)oxazole-4-carboxylate O=C1N(C=CC(=C1)C=1C=NN(C1)COCC[Si](C)(C)C)CC=1OC=C(N1)C(=O)OC